N[C@H](C(=O)N)CC1=CC=C(C=C1)I (S)-2-amino-3-(4-iodophenyl)propanamide